Cl.NCCCCNC(=O)C=1C=C(C=CC1)C=1N=C(C2=C(N1)N(C=C2)C(=O)N)N(C)[C@H]2CN(CC[C@H]2C)C(CC#N)=O [3-(4-aminobutylcarbamoyl)phenyl]-4-[[(3R,4R)-1-(2-cyanoacetyl)-4-methyl-3-piperidinyl]-methyl-amino]pyrrolo[2,3-d]pyrimidine-7-carboxamide hydrochloride